2-(2-((1S*,2R*)-2-Carboxycyclopropyl)-1-(4-(4-carboxyphenyl)-1H-pyrazol-1-yl)ethyl)-5-(5-chloro-2-(1H-tetrazol-1-yl)phenyl)pyridine 1-oxide C(=O)(O)[C@H]1[C@@H](C1)CC(N1N=CC(=C1)C1=CC=C(C=C1)C(=O)O)C1=[N+](C=C(C=C1)C1=C(C=CC(=C1)Cl)N1N=NN=C1)[O-] |o1:3,4|